N=1C=NN2C1C=CC(=C2)C=2C=C(C=CC2)[C@@H]2N(OCC2)C2=CC(=NC=N2)NC=2C(=CC(=C(C2)NC(C=C)=O)N2CCN(CC2)C)OC (R)-N-(5-((6-(3-(3-([1,2,4]triazolo-[1,5-a]pyridin-6-yl)phenyl)isoxazolidin-2-yl)pyrimidin-4-yl)amino)-4-methoxy-2-(4-methylpiperazin-1-yl)phenyl)acryl-amide